BrC=1C=C2CN(NC2=C(C1)F)C1CC(C1)=O 3-(5-bromo-7-fluoro-1H-indazol-2-yl)cyclobutanone